(+/-)-3-methyl-5-phenyl-1-pentanol C[C@@H](CCO)CCC1=CC=CC=C1 |r|